N-((1r,3r)-3-((5-(3-fluoroimidazo[1,2-a]pyridin-6-yl)-7H-pyrrolo[2,3-d]pyrimidin-2-yl)amino)-1-methylcyclobutyl)acetamide FC1=CN=C2N1C=C(C=C2)C2=CNC=1N=C(N=CC12)NC1CC(C1)(C)NC(C)=O